2-[4-[3-Fluoro-4-[5-(trifluoromethyl)pyridin-3-yl]benzoyl]piperazin-1-yl]-3H-quinazolin-4-one FC=1C=C(C(=O)N2CCN(CC2)C2=NC3=CC=CC=C3C(N2)=O)C=CC1C=1C=NC=C(C1)C(F)(F)F